β-Cyclopropylalanine C1(CC1)C[C@H](N)C(=O)O